8-chloro-7-(1-(1-ethoxyethyl)-1H-pyrazol-4-yl)-[1,2,4]triazolo[1,5-a]pyridin-2-amine ClC=1C=2N(C=CC1C=1C=NN(C1)C(C)OCC)N=C(N2)N